6,7-methylenedioxy-4-methyl-3-maleimidocoumarin C1OC=2C=C3C(=C(C(OC3=CC2O1)=O)N1C(C=CC1=O)=O)C